(5-bromo-2-methylphenyl)boronic acid BrC=1C=CC(=C(C1)B(O)O)C